nickel 2,5-dihydroxyterephthalic acid OC1=C(C(=O)O)C=C(C(=C1)C(=O)O)O.[Ni]